1-{4-[(2-{3-[(4-methanesulfonyl-2-methoxyphenyl)amino]prop-1-yn-1-yl}-1-(2,2,2-trifluoroethyl)-1H-indol-4-yl)amino]piperidin-1-yl}propan-1-one CS(=O)(=O)C1=CC(=C(C=C1)NCC#CC=1N(C2=CC=CC(=C2C1)NC1CCN(CC1)C(CC)=O)CC(F)(F)F)OC